OC1=C(C(=O)C2=CC=CC=C2)C=CC(=C1)OC 2-hydroxy-4-methoxy-benzophenone